(2-(4-(9-benzyl-6-(1-methyl-cyclopropoxy)-9H-purin-8-yl)-3-chlorophenoxy)ethyl)-L-proline C(C1=CC=CC=C1)N1C2=NC=NC(=C2N=C1C1=C(C=C(OCCN2[C@@H](CCC2)C(=O)O)C=C1)Cl)OC1(CC1)C